3-hydroxy-5-methoxy-2-[(3'R-4'S)-p-menthenyl]-trans-stilbene OC=1C(=C(C=C(C1)OC)\C=C\C1=CC=CC=C1)C1C=C(CCC1C(C)C)C